OC1(CC(C1)NS(=O)(=O)C1=CC=CC=C1)C(F)(F)F N-(3-hydroxy-3-(trifluoromethyl)cyclobutyl)benzenesulfonamide